COC(\C(=C(\N1C(C=CC2=CC=CC=C12)=O)/C1=NC=CC(=C1)C)\C)=O (E)-2-methyl-3-(4-methylpyridin-2-yl)-3-(2-oxoquinolin-1(2H)-yl)acrylic acid methyl ester